C(C)(C)(C)OC(=O)N1[C@@]2(C(N([C@H](C1)C2)C)=O)COCC2=CC=CC=C2 (1R,4S)-1-((benzyloxy)methyl)-5-methyl-6-oxo-2,5-diazabicyclo[2.2.1]heptane-2-carboxylic acid tert-butyl ester